C1(CC1)NC1=NC(=NC=C1C(F)(F)F)NC1=C2C=NN(C2=CC=C1)CC1CC1 N4-cyclopropyl-N2-(1-(cyclopropylmethyl)-1H-indazol-4-yl)-5-(trifluoromethyl)pyrimidine-2,4-diamine